3-amino-6-methoxychroman-4-one hydrochloride Cl.NC1COC2=CC=C(C=C2C1=O)OC